C1(=C(C(=C(C(=C1)C(=O)O)C(=O)O)C(O)=N)C(O)=N)C1=CC=CC=C1 biphenyltetracarboxylic acid diimine